NC1=NC=2C=C(C(=CC2C2=C1COC2)C(=O)N2[C@H](COC[C@H]2C2=NC=C(C=C2)OC(F)(F)F)C)F (4-amino-7-fluoro-1,3-dihydrofuro[3,4-c]quinolin-8-yl)((3S,5R)-3-methyl-5-(5-(trifluoromethoxy)-2-pyridinyl)-4-morpholinyl)methanone